NC1=C(C(=NN1C1CCN(CC1)C1CCN(CC1)C1CNC1)C1=CC=C(C=C1)OC1=NC=C(C=C1)Cl)C(=O)N 5-amino-1-(1'-(azetidin-3-yl)-[1,4'-bipiperidine]-4-yl)-3-(4-((5-chloropyridin-2-yl)oxy)phenyl)-1H-pyrazole-4-carboxamide